C(CCC(=O)[O-])(=O)ONC(S)=N isothioureido succinate